(R)-4-chloro-N-(piperidin-3-yl)phthalazin-1-amine ClC1=NN=C(C2=CC=CC=C12)N[C@H]1CNCCC1